azidomethyl-di(fluorodinitroethyl)amine N(=[N+]=[N-])CN(CC(F)([N+](=O)[O-])[N+](=O)[O-])CC([N+](=O)[O-])([N+](=O)[O-])F